methyl 7-[5-chloranyl-2-[2-[2,8,8-tri(methyl)-4,6-bis(oxidanylidene)-5,7-dihydroquinazolin-3-yl]ethoxy]phenyl]-5-methyl-thieno[3,2-b]pyridine-3-carboxylate ClC=1C=CC(=C(C1)C1=C2C(=NC(=C1)C)C(=CS2)C(=O)OC)OCCN2C(=NC=1C(CC(CC1C2=O)=O)(C)C)C